CC=1SC(=CC1SC)C 2,5-dimethyl-3-methylthiothiophene